(E)-3-(3,4,5-trimethoxyphenyl)acryloyl chloride COC=1C=C(C=C(C1OC)OC)/C=C/C(=O)Cl